1-(3,4-dimethoxyphenyl)-3-hydroxy-2-(2-methoxyphenoxy)propan-1-one COC=1C=C(C=CC1OC)C(C(CO)OC1=C(C=CC=C1)OC)=O